ethylenebis(oleamide) C(CCCCCCCCC\C=C/CCCCCCCC(=O)N)CCCCCCCC\C=C/CCCCCCCC(=O)N